5-Heptacosylresorcinol C(CCCCCCCCCCCCCCCCCCCCCCCCCC)C=1C=C(C=C(O)C1)O